3-phenyl-2-(3-(pyridin-4-yl)ureido)propanamide C1(=CC=CC=C1)CC(C(=O)N)NC(=O)NC1=CC=NC=C1